C(#N)C=1C=C(C=CC1)C=1N=C(SC1C1=CC(=NC(=C1)C)C)NC(=O)N1[C@H](CC1)CO (2R)-N-[4-(3-cyanophenyl)-5-(2,6-dimethyl-4-pyridyl)thiazol-2-yl]-2-(hydroxymethyl)azetidine-1-carboxamide